5-(4-(trifluoromethyl)benzyl)isoxazole-3-carboxylic acid FC(C1=CC=C(CC2=CC(=NO2)C(=O)O)C=C1)(F)F